C(=O)C(N)C(=O)O α-formylglycine